iron (III) p-toluenesulphonate CC1=CC=C(C=C1)S(=O)(=O)[O-].[Fe+3].CC1=CC=C(C=C1)S(=O)(=O)[O-].CC1=CC=C(C=C1)S(=O)(=O)[O-]